4-nitrophthalimide [N+](=O)([O-])C=1C=C2C(C(=O)NC2=O)=CC1